C(C)(C)(C)C1=NC(=NO1)N1C(CN(CC1)CC=1C(=C(C=C(C1)Cl)N1C(C2=CC=C(C=C2CC1)C#N)=O)C(F)(F)F)C 2-(3-((4-(5-(tert-butyl)-1,2,4-oxadiazol-3-yl)-3-methylpiperazin-1-yl)methyl)-5-chloro-2-(trifluoromethyl)phenyl)-1-oxo-1,2,3,4-tetrahydroisoquinoline-6-carbonitrile